ClC1=C(C=C2C(=NC=NC2=C1)N1CCN(CC1)C(C=C)=O)C1=CC=C(C=C1)Cl 1-(4-(7-chloro-6-(4-chlorophenyl)quinazolin-4-yl)piperazin-1-yl)prop-2-en-1-one